(S)-4-((2-amino-4-bromo-6-chlorophenyl)(3-((1-(tert-butoxycarbonyl)azetidin-3-yl)oxy)propyl)amino)-2-(((benzyloxy)carbonyl)amino)butanoic acid NC1=C(C(=CC(=C1)Br)Cl)N(CC[C@@H](C(=O)O)NC(=O)OCC1=CC=CC=C1)CCCOC1CN(C1)C(=O)OC(C)(C)C